Methyl-trioctyl-ammonium carbonate C([O-])([O-])=O.C[N+](CCCCCCCC)(CCCCCCCC)CCCCCCCC.C[N+](CCCCCCCC)(CCCCCCCC)CCCCCCCC